O[C@H]1[C@@H](O[C@@H]([C@@H]1O)CO)N1N=C(N=C1)C(=O)N 1-[(2R,3R,4R,5R)-3,4-Dihydroxy-5-hydroxymethyl-oxolan-2-yl]-1,2,4-triazol-3-carboxamid